FC(COC1=C(C=CC=C1)C=1C(C(=CN(N1)C)C(=O)NC1=CC=C(C=C1)C(C(F)F)(C(F)F)O)=O)F 6-[2-(2,2-difluoroethoxy)phenyl]-2-methyl-5-oxo-N-[4-(1,1,3,3-tetrafluoro-2-hydroxypropan-2-yl)phenyl]-2,5-dihydropyridazine-4-carboxamide